1-ethyl-3-(2-(trifluoromethyl)pyrimidin-4-yl)-1,3,8-triazaspiro[4.5]decane-2,4-dione hydrochloride Cl.C(C)N1C(N(C(C12CCNCC2)=O)C2=NC(=NC=C2)C(F)(F)F)=O